1-(4-fluoro-2-pyridinyl)-8-chloro-6-fluoro-1,4-dihydro-7-piperazinyl-4-oxo-3-quinolinecarboxylic acid FC1=CC(=NC=C1)N1C=C(C(C2=CC(=C(C(=C12)Cl)N1CCNCC1)F)=O)C(=O)O